5-(pyrimidin-2-yl)pyridin-3-ol N1=C(N=CC=C1)C=1C=C(C=NC1)O